(S)-ethyl 8-(2-amino-6-((R)-1-(5-chloro-4'-nitro-[1,1'-biphenyl]-2-yl)-2,2,2-trifluoroethoxy)pyrimidin-4-yl)-2,8-diazaspiro[4.5]decane-3-carboxylate NC1=NC(=CC(=N1)N1CCC2(C[C@H](NC2)C(=O)OCC)CC1)O[C@@H](C(F)(F)F)C1=C(C=C(C=C1)Cl)C1=CC=C(C=C1)[N+](=O)[O-]